5-(4,4,5,5-tetramethyl-1,3,2-dioxaborolan-2-yl)-1H-benzo[d]imidazol-2(3H)-one CC1(OB(OC1(C)C)C1=CC2=C(NC(N2)=O)C=C1)C